5-Bromo-2-(trifluoromethyl)pyridine BrC=1C=CC(=NC1)C(F)(F)F